ClC=1N=CC=C2C1N(C(=C2)C(=O)OCC)CCOC ethyl 7-chloro-1-(2-methoxyethyl)pyrrolo[2,3-c]pyridine-2-carboxylate